C(=O)O.N[C@H](C#N)C (S)-2-aminopropanenitrile formic acid salt